N-(2-methylbenzyl)-4-(3-(pyridin-4-ylmethyl)ureido)benzenesulfonamide CC1=C(CNS(=O)(=O)C2=CC=C(C=C2)NC(=O)NCC2=CC=NC=C2)C=CC=C1